C1(=CC=CC=C1)C=1C(C(OC1)=O)=C phenyl-methylenefuranone